Trans-4-(8'-chloro-4'H,6'H-spiro[1,3-dioxolane-2,5'-[1,2,4]triazolo[4,3-a][1]benzazepine]-1'-yl)-N-(4-methoxybenzyl)cyclohexylamine ClC=1C=CC2=C(CC3(CC=4N2C(=NN4)[C@@H]4CC[C@H](CC4)NCC4=CC=C(C=C4)OC)OCCO3)C1